C(C)OC(CCC=1C=CC=C2C(CCOC12)(C(=O)ON1C(C2=CC=CC=C2C1=O)=O)C)=O (1,3-dioxoisoindolin-2-yl) 8-(3-ethoxy-3-oxo-propyl)-4-methyl-chromane-4-carboxylate